N1C(NCC12CC=CCC2)=O 1,3-diazaspiro[4.5]dec-7-en-2-one